(S)-3-(tert-butoxy)-N-(2-(2-((1-(2-hydroxyethyl)-1H-pyrazol-4-yl)amino)-pyrimidin-4-yl)-6,7,8,9-tetrahydro-5H-benzo[7]annulen-5-yl)azetidine-1-carboxamide C(C)(C)(C)OC1CN(C1)C(=O)N[C@H]1CCCCC2=C1C=CC(=C2)C2=NC(=NC=C2)NC=2C=NN(C2)CCO